(1H-imidazol-1-yl)(5-(2-methylthiazol-4-yl)-4,5-dihydro-1H-pyrazol-1-yl)methanone N1(C=NC=C1)C(=O)N1N=CCC1C=1N=C(SC1)C